CN1NN(C=CC1)C1=C(N=CN1)C(=O)N 5-(3-methyltriazin-1-yl)imidazole-4-carboxamide